6-fluoro-4-(4-hydroxypiperidin-1-yl)-1-methyl-3-nitroquinolin-2(1H)-one FC=1C=C2C(=C(C(N(C2=CC1)C)=O)[N+](=O)[O-])N1CCC(CC1)O